COCC1=C(N=CC=2N(C3=CC=CC(=C3C21)OS(=O)(=O)C(F)(F)F)C(=O)OC(C)(C)C)C(=O)OCC 9-(tert-butyl) 3-ethyl 4-(methoxymethyl)-5-(((trifluoromethyl)sulfonyl)oxy)-9H-pyrido[3,4-b]indole-3,9-dicarboxylate